3-[2-{2',4'-Dichloro-[1,1'-biphenyl]-3-sulfonamido}-2-(1,3-thiazol-2-yl)ethyl]-N'-hydroxybenzene-1-carboximidamide ClC1=C(C=CC(=C1)Cl)C1=CC(=CC=C1)S(=O)(=O)NC(CC=1C=C(C=CC1)C(N)=NO)C=1SC=CN1